3-bromo-5-nitroaniline BrC=1C=C(N)C=C(C1)[N+](=O)[O-]